The molecule is 3-(3,4-Dihydroxyphenyl)propanoic acid in which the hydrogens alpha- to the carboxyl group are substituted by hydrazinyl and methyl groups (S-configuration). Carbidopa is a dopa decarboxylase inhibitor, so prevents conversion of levodopa to dopamine. It has no antiparkinson activity by itself, but is used (commonly as its hydrate) in the management of Parkinson's disease to reduce peripheral adverse effects of levodopa. It has a role as an EC 4.1.1.28 (aromatic-L-amino-acid decarboxylase) inhibitor, an antiparkinson drug and a dopaminergic agent. It is a member of hydrazines, a monocarboxylic acid and a member of catechols. C[C@](CC1=CC(=C(C=C1)O)O)(C(=O)O)NN